C(C)(C)OC(CCCCC)=O.N1[C@@H](CCC1)C(=O)N ((S)-pyrrolidine-2-carboxamide) isopropyl-hexanoate